N1N=C(C2=CC=CC=C12)N indazol-3-ylamin